1-(trans-5-(2-(tetrahydro-2H-pyran-4-yl)phenoxy)octa-hydrocyclopenta[c]pyrrole-2-carbonyl)-1H-pyrazole-3-carboxylic acid O1CCC(CC1)C1=C(OC2CC3C(CN(C3)C(=O)N3N=C(C=C3)C(=O)O)C2)C=CC=C1